Cl.FC1=CC=C(C=C1)NC1N(C(=NC(=N1)N)N1CCOCC1)C1=CC=C(C=C1)C N-(4-Fluorophenyl)-6-morpholine-4-yl-N1-p-tolyl-[1,3,5]triazine-2,4-diamine hydrochloride